CS(=O)(=O)OC[C@@H]1N(CCN(C1)C(=O)OC(C)(C)C)C(=O)OCC1=CC=CC=C1 1-benzyl 4-(tert-butyl) (R)-2-(((methylsulfonyl)oxy)methyl)piperazine-1,4-dicarboxylate